6-((6-amino-2-(difluoromethyl)pyrimidin-4-yl)amino)-N-cyclopropyl-4-(isopropylamino)nicotinamide trifluoroacetate FC(C(=O)O)(F)F.NC1=CC(=NC(=N1)C(F)F)NC1=NC=C(C(=O)NC2CC2)C(=C1)NC(C)C